[N-](S(=O)(=O)C(F)(F)F)S(=O)(=O)C(F)(F)F.C(CCC)N1CN(C=C1)C=C 1-butyl-3-vinyl-imidazole bis(trifluoromethanesulfonyl)imide salt